ClC=1C=NC=C(C1CSC=1N=C(C2=C(N1)CCC2)OCOC(CCC(=O)O)=O)Cl 4-(((2-(((3,5-dichloropyridin-4-yl)methyl)thio)-6,7-dihydro-5H-cyclopenta-[d]pyrimidin-4-yl)oxy)methoxy)-4-oxobutanoic acid